O1CCN(CC1)C=1N=C2C(=CC=NC2=CC1)C(=O)N 6-morpholino-1,5-naphthyridine-4-carboxamide